OC1CC(C1)CN1N=C(C(=C1)NC(=O)C=1N=C(SC1)C=1C=NNC1)C1=NC=CC=C1 N-(1-(((1r,3r)-3-hydroxycyclobutyl)methyl)-3-(pyridin-2-yl)-1H-pyrazol-4-yl)-2-(1H-pyrazol-4-yl)thiazole-4-carboxamide